6-(1-(1-(cyclobutylmethyl)azepan-4-yl)piperidin-4-yl)-1,4-dimethyl-2-(4-(methylsulfonyl)phenyl)-1H-benzo[d]imidazole C1(CCC1)CN1CCC(CCC1)N1CCC(CC1)C=1C=C(C2=C(N(C(=N2)C2=CC=C(C=C2)S(=O)(=O)C)C)C1)C